(S)-2-(4-(2-(((2-aminopropyl)(methyl)amino)oxy)acetyl)piperazin-1-yl)pyrimidine-5-carbonitrile N[C@H](CN(OCC(=O)N1CCN(CC1)C1=NC=C(C=N1)C#N)C)C